CC1C(NC2CC12)=O 4-methyl-2-azabicyclo[3.1.0]hexane-3-one